C(C)(=O)C1=CC=C(C=C1)C1=NC(=NO1)C1=CC=C(C=C1)C[C@@H](C(=O)O)N (S)-3-(4-(5-(4-acetylphenyl)-1,2,4-oxadiazol-3-yl)phenyl)-2-aminopropanoic acid